mono-n-propoxytris(ethoxyacetoacetyl)zirconium C(CC)O[Zr](C(CC(=O)COCC)=O)(C(CC(=O)COCC)=O)C(CC(=O)COCC)=O